4-t-butyl-2H-benzotriazole C(C)(C)(C)C1=CC=CC2=NNN=C21